FC1=CC=C(C=C1)CC(=O)NC1=CC=C(C=C1)B(O)O (4-(2-(4-fluorophenyl)acetamido)phenyl)boronic acid